2-(((1-(3-chloro-4-methyl-6,7,8,9-tetrahydropyrido[3,2-b]indolizin-7-yl)-2-oxopyrrolidin-3-yl)oxy)methyl)azetidin ClC1=C(C=2C=C3CC(CCN3C2N=C1)N1C(C(CC1)OCC1NCC1)=O)C